O1C=C(C(=C1)CC(=O)O)CC(=O)O furan-3,4-diacetic acid